OC1(CCN(CC1)C(=O)OC(C)(C)C)[C@@H](C)N1C=NC(=CC1=O)C1=CC=CC=C1 (R,S)-tert-Butyl 4-hydroxy-4-(1-(6-oxo-4-phenylpyrimidin-1(6H)-yl)ethyl)piperidine-1-carboxylate